S1C=NC=2NC(NC(C21)=O)=O thiazolo[4,5-d]pyrimidine-5,7(4H,6H)-dione